ClC1=NC=CC(=C1)C(CC1=NN=CN1C)C 2-chloro-4-(1-(4-methyl-4H-1,2,4-triazol-3-yl)propan-2-yl)pyridine